tert-butyl (tert-butoxycarbonyl)(7-(6-(1-(2,2-difluoro-1-(4-fluorophenyl)propyl)-1H-pyrazol-4-yl)-3-fluoropyridin-2-yl)-[1,2,4]triazolo[1,5-a]pyridin-2-yl)carbamate C(C)(C)(C)OC(=O)N(C(OC(C)(C)C)=O)C1=NN2C(C=C(C=C2)C2=NC(=CC=C2F)C=2C=NN(C2)C(C(C)(F)F)C2=CC=C(C=C2)F)=N1